ClC=1C(=C2C(=NC=NC2=C(C1C1=C(C=CC=C1OCC1=CC=C(C=C1)OC)F)F)C=1CCN(CC1CO)C(=O)OC(C)(C)C)F tert-butyl 4-(6-chloro-5,8-difluoro-7-(2-fluoro-6-((4-methoxybenzyl) oxy) phenyl) quinazolin-4-yl)-5-(hydroxymethyl)-3,6-dihydropyridine-1(2H)-carboxylate